C1(C#CCCCCC1)SC1=CC=C(C=C1)[N+](=O)[O-] cycloocta-2-yn-1-yl-(4-nitrophenyl)sulfane